FC(OC1CCNCC1)(F)F 4-trifluoromethoxy-piperidin